methyl 8-bromo-6-tosyl-5,6-dihydro-4H-benzo[b]thieno[2,3-d]azepine-9-carboxylate BrC=1C(=CC2=C(N(CCC3=C2SC=C3)S(=O)(=O)C3=CC=C(C)C=C3)C1)C(=O)OC